C(CCCCCCCCCCCCCCCCCCCCC)(=O)O[C@H](CO)COP(=O)([O-])OCC[N+](C)(C)C 2-docosanoyl-sn-glycero-3-phosphocholine